NC1=C(C=C(OC2=C(C(=NC=N2)N(C(=O)OC(C)(C)C)C(=O)OC(C)(C)C)Cl)C=C1)Cl 6-(4-amino-3-chlorophenoxy)-5-chloro-N,N-di-tert-butoxycarbonylpyrimidin-4-amine